CCCC1=NN(C2=C1N=C(NC2=O)C3=C(C=CC(=C3)S(=O)(=O)N4CCN(CC4)C)OCC)C.C(C(=O)O)C(CC(=O)O)(C(=O)O)O The molecule is the citrate salt of sildenafil. It has a role as a vasodilator agent and an EC 3.1.4.35 (3',5'-cyclic-GMP phosphodiesterase) inhibitor. It contains a sildenafil.